OC1=C(C(=O)C2=CC=CC=C2)C=CC(=C1)OCCCCCCCC 2-Hydroxy-4-(octoxy)benzophenone